tert-butyl 3-{[(4E)-5-[2-bromo-4-(methoxymethoxy)-6-methyl phenyl]pent-4-en-1-yl]oxy}azepane-1-carboxylate BrC1=C(C(=CC(=C1)OCOC)C)/C=C/CCCOC1CN(CCCC1)C(=O)OC(C)(C)C